C(CCCCCC\C=C/CCCCCCCC)C(O[Si](OCCCCCCN(CCO)CCO)(C)C)OC\C=C(\CCCC(CCCC(CCCC(C)C)C)C)/C (E)-13-((Z)-heptadec-8-en-1-yl)-3-(2-hydroxyethyl)-11,11,17,21,25,29-hexamethyl-10,12,14-trioxa-3-aza-11-silatriacont-16-en-1-ol